4-((2-((1H-benzo[d][1,2,3]triazol-5-yl)methyl)-3-oxoisoindolin-1-yl)methyl)-5-methylnicotinonitrile N1N=NC2=C1C=CC(=C2)CN2C(C1=CC=CC=C1C2=O)CC2=C(C=NC=C2C#N)C